tertbutyl 5-(methyl amino)pentanoate hydrochloride Cl.CNCCCCC(=O)OC(C)(C)C